(pyrimidin-yl)isothiazol-5-amine N1=C(N=CC=C1)C1=NSC(=C1)N